CN(C/C=C/C(=O)N1CCC2=C(CC1)C1=C(S2)N=CN=C1NC1=CC(=C(C=C1)OC=1C=NC(=CC1)C)C)C (E)-4-(Dimethylamino)-1-(4-((3-methyl-4-((6-methylpyridin-3-yl)oxy)phenyl)amino)-8,9-dihydro-5H-pyrimido[5',4':4,5]thieno[2,3-d]azepin-7(6H)-yl)but-2-en-1-one